N-(4-{4-amino-7-iodofuro[3,2-c]pyridin-3-yl}-2-[(1S)-1-(4-fluorophenyl)ethoxy]phenyl)-1,1-difluoromethanesulfonamide NC1=NC=C(C2=C1C(=CO2)C2=CC(=C(C=C2)NS(=O)(=O)C(F)F)O[C@@H](C)C2=CC=C(C=C2)F)I